C(C1=CC=CC=C1)OP(=O)(OCC1=CC=CC=C1)OCC1(COC1)N(C(OC(C)(C)C)=O)C tert-butyl N-[3-(dibenzyloxyphosphoryloxymethyl)oxetan-3-yl]-N-methyl-carbamate